1-[3-(2-Cyclopropyl-benzylamino)-1-(tetrahydro-pyran-2-yl)-1H-pyrazol-4-yl]-ethanone C1(CC1)C1=C(CNC2=NN(C=C2C(C)=O)C2OCCCC2)C=CC=C1